[3-[5-(4-Chloro-2-methylsulfonyl-phenyl)-2-pyridyl]azetidin-1-yl]-[(3S)-3-(1H-1,2,4-triazol-5-yl)pyrrolidin-1-yl]methanone ClC1=CC(=C(C=C1)C=1C=CC(=NC1)C1CN(C1)C(=O)N1C[C@H](CC1)C1=NC=NN1)S(=O)(=O)C